2-(2,6-dioxopiperidin-3-yl)-6-methoxy-1-oxoisoindoline-4-carboxamide O=C1NC(CCC1N1C(C=2C=C(C=C(C2C1)C(=O)N)OC)=O)=O